C[C@@H]1C[C@]23CC[C@@H]4[C@@]([C@H]2CC[C@H]1C3)(CCCC4(C)C)C kaurane